ethyl 5-(N-(2-((2-chloro-N-(furan-2-ylmethyl) benzoylamino) methyl)-5-(dipropylamino) phenyl)-N-ethylsulfamoyl)-3-methylbenzofuran-2-carboxylate ClC1=C(C(=O)N(CC=2OC=CC2)CC2=C(C=C(C=C2)N(CCC)CCC)N(S(=O)(=O)C=2C=CC3=C(C(=C(O3)C(=O)OCC)C)C2)CC)C=CC=C1